ClCC=O 2-Chloroacetaldehyde